C1(CC1)CSC=1C(=NC=CC1)C#N 3-((cyclopropylmethyl)thio)pyridine-2-carbonitrile